phenyl (3-cyanophenyl)carbamate C(#N)C=1C=C(C=CC1)NC(OC1=CC=CC=C1)=O